6-(trifluoromethoxy)phenol FC(OC1=CC=CC=C1O)(F)F